CC1=NN2C(C=C(C=C2)OCC2=NC=CC=C2)=C1C(=O)N[C@@H]1COC(C1)=O (S)-2-methyl-N-(5-oxotetrahydrofuran-3-yl)-5-(pyridin-2-ylmethoxy)pyrazolo[1,5-a]pyridine-3-carboxamide